ClC=1C=C(COC=2C=CC3=C(C(=C(O3)C)C(=O)O)C2)C=CC1 5-((3-chlorobenzyl)oxy)-2-methylbenzofuran-3-carboxylic acid